tripropylammonium tetrakis(para-trifluoromethylphenyl)borate FC(C1=CC=C(C=C1)[B-](C1=CC=C(C=C1)C(F)(F)F)(C1=CC=C(C=C1)C(F)(F)F)C1=CC=C(C=C1)C(F)(F)F)(F)F.C(CC)[NH+](CCC)CCC